tert-butyl (1-(5-(4-amino-5-(trifluoromethyl)pyrrolo[2,1-f][1,2,4]triazin-7-yl)-2-methylnicotinamido)-3-phenylpropan-2-yl)carbamate NC1=NC=NN2C1=C(C=C2C=2C=NC(=C(C(=O)NCC(CC1=CC=CC=C1)NC(OC(C)(C)C)=O)C2)C)C(F)(F)F